C1=NN=C2N1C1=C(CCC2)C(=CC=C1)NC(=O)NC1=NC(=CC=C1)C1=NN=CN1C(C)C 1-(5,6-dihydro-4H-benzo[f][1,2,4]triazolo[4,3-a]azepin-7-yl)-3-(6-(4-isopropyl-4H-1,2,4-triazol-3-yl)pyridin-2-yl)urea